MONO-(2-ETHYL-5-OXOHEXYL)-ADIPATE C(C)C(COC(CCCCC(=O)[O-])=O)CCC(C)=O